FC1=C(CNC2=NS(C3=C(N2)C(=CC=C3)CC3=CC=C(C=C3)OC)(=O)=O)C=CC=C1 3-((2-fluorobenzyl)amino)-5-(4-methoxybenzyl)-4H-benzo[e][1,2,4]thiadiazine 1,1-dioxide